C(C)C1=CC=C(C(=N1)C)C=1C=C(C=C2C=C(NC12)C=1CN(CCC1)C(=O)OC(C)(C)C)C(=O)N1CCN(CC1)C1=NC=C(C=C1OC)F Tert-butyl 3-(7-(6-ethyl-2-methylpyridin-3-yl)-5-(4-(5-fluoro-3-methoxypyridin-2-yl)piperazine-1-carbonyl)-1H-indol-2-yl)-5,6-dihydropyridine-1(2H)-carboxylate